2-(benzyloxycarbonylamino)-2-(1-bicyclo(1.1.1)pentanyl)acetic acid C(C1=CC=CC=C1)OC(=O)NC(C(=O)O)C12CC(C1)C2